hydroxyphenylcaproic acid OC(C(=O)O)(CCCC)C1=CC=CC=C1